N-(3,5-diisopropylpyridin-4-yl)-1H-imidazole-1-carboxamide C(C)(C)C=1C=NC=C(C1NC(=O)N1C=NC=C1)C(C)C